C(=O)(O)CN1CCN(CCN(CCN(CC1)CC(=O)O)CC(=O)O)CC1=[N+](C2=CC=CC=C2C=C1)[O-] 2-((4,7,10-tris(carboxymethyl)-1,4,7,10-tetraazacyclododec-1-yl)methyl)quinoline 1-oxide